tert-Butyl 4-(2-fluorophenyl)-3,6-dihydropyridine-1(2H)-carboxylate FC1=C(C=CC=C1)C=1CCN(CC1)C(=O)OC(C)(C)C